(R)-α-hydroxyphenylacetic acid O[C@@H](C(=O)O)C1=CC=CC=C1